ClC=1C=C(OC2CCC(CC2)NC(OC(C)(C)C)=O)C=CC1C1=NOC=N1 Tert-butyl ((1r,4r)-4-(3-chloro-4-(1,2,4-oxadiazol-3-yl)phenoxy)cyclohexyl)carbamate